(7S,8R)-2-((5-((R)-2-Azidobutan-2-yl)-8-(((2R,4R)-4-(ethylsulfonyl)pentan-2-yl)oxy)-2,7-naphthyridin-3-yl)amino)-7,8-dimethyl-7,8-dihydro-5H-pyrano[4,3-b]pyridin-5-one N(=[N+]=[N-])[C@](C)(CC)C1=C2C=C(N=CC2=C(N=C1)O[C@H](C)C[C@@H](C)S(=O)(=O)CC)NC1=CC=C2C(=N1)[C@H]([C@@H](OC2=O)C)C